Lithium-Nickel-Manganese-Cobalt-Oxide [Co]=O.[Mn].[Ni].[Li]